C(C)(C)(C)OC(N(CC=1SC=CC1)C1=C2C(=NS1)C(=C(S2)C[C@H](C)NC(=O)OC(C)(C)C)Br)=O.C(C2CO2)NC2=CC=CC=C2 glycidyl-aniline tert-butyl-N-{6-bromo-5-[(2S)-2-[(tert-butoxycarbonyl)amino]propyl]thieno[3,2-c][1,2]thiazol-3-yl}-N-(thiophen-2-ylmethyl)carbamate